NC1=NC=C(C#N)C(=C1)N[C@H]1COC[C@@H]1OC 6-amino-4-(((3S,4R)-4-methoxytetrahydrofuran-3-yl)amino)nicotinonitrile